C(C1=CC=CC=C1)(=O)COC(=O)N[C@H](CCCCNC(=O)OCC(C1=CC=CC=C1)=O)C(=O)O N,N'-dibenzoylmethoxycarbonyl-D-lysine